tert-butyl 4-((1-((benzyloxy) carbonyl) piperidin-4-yl) methyl)-1,4-diazacycloheptane-1-carboxylate C(C1=CC=CC=C1)OC(=O)N1CCC(CC1)CN1CCN(CCC1)C(=O)OC(C)(C)C